N-(2,2-dimethylpropyl)amidosulfuric acid CC(CNS(O)(=O)=O)(C)C